5-[1-methyl-3-[methyl(1,2,2-trimethylpropyl)amino]pyrazolo[3,4-c]pyridazin-5-yl]-1H-pyrimidine-2,4-dione CN1N=C(C=2C1=NN=C(C2)C=2C(NC(NC2)=O)=O)N(C(C(C)(C)C)C)C